ClC1=CC=C(C=C1)C=1C=CC=2C(C3=CC=CC=C3C2C1)(C)C 3-(4-Chlorophenyl)-9,9-dimethyl-9H-fluorene